BrC=1C=C2CCC(C2=C(C1)F)=N[S@@](=O)C(C)(C)C (S)-N-(5-bromo-7-fluoro-2,3-dihydroinden-1-ylidene)-2-methylpropane-2-sulfinamide